FC1(CC(C1)CNC(COC=1C=2N(C=C(C1)OC)N=C(C2)C=2N=C1SC(=NN1C2)OC)=O)F N-((3,3-difluorocyclobutyl)methyl)-2-((6-methoxy-2-(2-methoxyimidazo[2,1-b][1,3,4]thiadiazol-6-yl)pyrazolo[1,5-a]pyridin-4-yl)oxy)acetamide